CN1N=C(N=C1)/C=C/C(CC(C)=O)=O (E)-6-(1-methyl-1H-1,2,4-triazol-3-yl)hex-5-ene-2,4-dione